diethyl-2,6-dimethyl-1,4-dihydro-3,5-pyridinedicarboxylic acid C(C)C1(C(=C(NC(=C1C(=O)O)C)C)C(=O)O)CC